ClC=1C=C(C=CC1)C1=NC(=NO1)C=1C=CC(N(N1)CC1=CN=C(S1)C=1C=NC=CC1)=O 6-(5-(3-chlorophenyl)-1,2,4-oxadiazol-3-yl)-2-((2-(pyridin-3-yl)thiazol-5-yl)meth-yl)pyridazin-3(2H)-one